indanacetic acid C1(CCC2=CC=CC=C12)CC(=O)O